4,4'-[1,3-phenylenedi(1-methyl-ethylene)]bis-aniline Iridium (1+) [Ir+].C1(=CC(=CC=C1)C(CC1=CC=C(N)C=C1)C)C(CC1=CC=C(N)C=C1)C